COC(C1=C(N=CC(=C1)Br)OC)=O.BrC1=CC=C(C=C1)SC (4-bromophenyl)(methyl)sulfane methyl-5-bromo-2-methoxynicotinate